methyl 2-amino-4-(oxepan-4-yl)-1,3-benzothiazole-6-carboxylate NC=1SC2=C(N1)C(=CC(=C2)C(=O)OC)C2CCOCCC2